ClC=1C=C2C(=C(C(N(C2=CC1)C)=O)C#N)N1C[C@H]([C@H](CC1)NC1=C(C=C(C=C1)OC(F)(F)F)OC)C 6-Chloro-4-[(3R,4S)-4-[2-methoxy-4-(trifluoromethoxy)anilino]-3-methyl-1-piperidyl]-1-methyl-2-oxo-quinoline-3-carbonitrile